[C@H](C)(CC)[C@H](NC([C@@H](N(C)C)C(C)C)=O)C(N([C@H](C[C@@H](OC)C=1SC=C(N1)C(=O)O)C(C)C)C)=O 2-((3S,6S,9R,11R)-6-((S)-sec-butyl)-3,9-diisopropyl-2,8-dimethyl-4,7-dioxo-12-oxa-2,5,8-triazatridecan-11-yl)thiazole-4-carboxylic acid